COC=1C=C2[C@]3(C=NC2=CC1)[C@@H](C3)C3=CC=C1C(=NNC1=C3)NC3=NC1=CC=CC=C1C=C3OC (1R,2S)-5'-methoxy-2-{3-[(3-methoxyquinolin-2-yl)amino]-1H-indazol-6-yl}spiro[cyclopropane-1,3'-indol]